N-methyl-ethyl-acrylamide CNC(C(=C)CC)=O